tert-butyl ((1-((2-chloro-5-(3,3-diethoxyprop-1-yn-1-yl)pyrimidin-4-yl)amino)cyclohexyl)methyl)carbamate ClC1=NC=C(C(=N1)NC1(CCCCC1)CNC(OC(C)(C)C)=O)C#CC(OCC)OCC